5-(6-(4-(piperazin-1-yl)phenyl)pyrazolo[1,5-a]pyrimidin-3-yl)quinoline N1(CCNCC1)C1=CC=C(C=C1)C=1C=NC=2N(C1)N=CC2C2=C1C=CC=NC1=CC=C2